3,5-dihydroxy-2,4,6-trinitrobromobenzene dipotassium salt [K].[K].OC=1C(=C(C(=C(C1[N+](=O)[O-])O)[N+](=O)[O-])Br)[N+](=O)[O-]